(L)-Lysin N[C@@H](CCCCN)C(=O)O